4-(3,8-diazabicyclo[3.2.1]octan-3-yl)-8-fluoro-7-(8-fluoro-3-hydroxynaphthalen-1-yl)-2-(((2R,7aS)-2-fluorotetrahydro-1H-pyrrolizin-7a(5H)-yl)methoxy)-5-methylquinazoline-6-carbonitrile C12CN(CC(CC1)N2)C2=NC(=NC1=C(C(=C(C(=C21)C)C#N)C2=CC(=CC1=CC=CC(=C21)F)O)F)OC[C@]21CCCN1C[C@@H](C2)F